C(CCOC1=C(C=C(C=C1C)F)C=1C(=C(C=C(C1)OCCCCCCCC)N1C2=CC(=CC=C2C=2C=CC(=CC12)C(C)(C)C)C(C)(C)C)O)OC1=C(C=C(C=C1C)F)C=1C(=C(C=C(C1)OCCCCCCCC)N1C2=CC(=CC=C2C=2C=CC(=CC12)C(C)(C)C)C(C)(C)C)O 2',2'''-(propane-1,3-diylbis(oxy))bis(3-(2,7-di-tert-butyl-9H-carbazol-9-yl)-5'-fluoro-3'-methyl-5-(octyloxy)-[1,1'-biphenyl]-2-ol)